(1-ethyl-1H-pyrazol-5-yl)-boronic acid C(C)N1N=CC=C1B(O)O